FC(CN1N=CC=2C1=NC(=CN2)N2CC1(CN(C1)C1=CC(=NC=C1CC)C(F)(F)F)CC2)F 1-(2,2-difluoroethyl)-6-(2-(5-ethyl-2-(trifluoromethyl)pyridin-4-yl)-2,6-diazaspiro[3.4]octan-6-yl)-1H-pyrazolo[3,4-b]pyrazine